hexane-1-carboxamide TFA salt OC(=O)C(F)(F)F.C(CCCCC)C(=O)N